N,N'-bis(2-hydroxy-5-sulfonylbenzyl)-N,N'-bis-(2-methylpyridyl)ethylenediamine OC=1C(CN(CCN(C=2C(=NC=CC2)C)CC=2C(=CCC(C2)=S(=O)=O)O)C=2C(=NC=CC2)C)=CC(CC1)=S(=O)=O